(2,5-Dioxopyrrolidin-1-yl) propionate C(CC)(=O)ON1C(CCC1=O)=O